2-phenoxyethyl-2-(allyloxymethyl)acrylic acid O(C1=CC=CC=C1)CCC=C(C(=O)O)COCC=C